2-((4-methylphenyl)sulfonylamino)-N-(4-(2-thienyl)thiazol-2-yl)benzamide CC1=CC=C(C=C1)S(=O)(=O)NC1=C(C(=O)NC=2SC=C(N2)C=2SC=CC2)C=CC=C1